4-(3-trifluoromethyl-3-hydroxypyrrol-1-yl)-6-(6-(trifluoromethyl)pyridin-2-yl)-N-(2-(trifluoromethyl)pyridin-4-yl)-1,3,5-triazin-2-amine FC(C1(CN(C=C1)C1=NC(=NC(=N1)C1=NC(=CC=C1)C(F)(F)F)NC1=CC(=NC=C1)C(F)(F)F)O)(F)F